N([C@@H](CCC(N)=O)C(=O)O)CC(C(=O)[O-])=O glutaminopyruvate